BrC1=CC=C(C=C1)N(C1=C(C=C(C=C1C)C)C)C1=C(C=C(C=C1C)C)C N-(4-bromophenyl)-N-mesityl-2,4,6-trimethylaniline